5-bromo-2,3-dihydro-1,4-benzodioxine BrC1=CC=CC=2OCCOC21